CN(C1=CC=C(C=C1)C=1C=C(C(N(N1)C=1C=NN(C1)C)=O)C(=O)OC)C Methyl 6-[4-(dimethylamino) phenyl]-2-(1-methyl-1H-pyrazol-4-yl)-3-oxo-2,3-dihydropyridazine-4-carboxylate